The molecule is the 7alpha-hydroxy derivative of cholesterol. It has a role as a mouse metabolite. It is a 7alpha-hydroxy steroid, an oxysterol and a 3beta-hydroxy-Delta(5)-steroid. It derives from a cholesterol. C[C@H](CCCC(C)C)[C@H]1CC[C@@H]2[C@@]1(CC[C@H]3[C@H]2[C@@H](C=C4[C@@]3(CC[C@@H](C4)O)C)O)C